N1CC(C1)C=1N=CC(=NC1)CNC1(CC1)C(F)(F)F N-[[5-(azetidin-3-yl)pyrazin-2-yl]methyl]-1-(trifluoromethyl)cyclopropanamine